(R)-5-cyano-N-(1-(2-hydroxy-2-(4-methyl-1-carbonyl-1,3-dihydroisobenzofuran-5-yl)ethyl)piperidine-4-yl)-4-methoxypyridineformamide tartrate C(=O)(O)C(O)C(O)C(=O)O.C(#N)C=1C(=CC(=NC1)C(=O)NC1CCN(CC1)C[C@@H](C=1C(=C2COC(C2=CC1)=C=O)C)O)OC